ClC=1C=CC(=C(C(=O)NC2=NC=C(N=C2)C(F)(F)F)C1)O 5-chloro-2-hydroxy-N-(5-trifluoromethyl-2-pyrazinyl)-benzamide